O=S1(NCC2=C1C=CC(=C2)NC2=NNC=C2)=O 3-((1,1-dioxido-2,3-dihydrobenzo[d]isothiazol-5-yl)amino)-1H-pyrazol